N-[(4-sec-butyl-2,5-dioxoimidazolidin-4-yl)methyl]-2-(4-fluorophenyl)-2H-1,2,3-triazole-4-carboxamide C(C)(CC)C1(NC(NC1=O)=O)CNC(=O)C1=NN(N=C1)C1=CC=C(C=C1)F